OC1(COC1)C=1C=C(C=C(C1)N1CCOCC1)NC(=O)C1CCN(CC1)C1=CC=C(C=C1)C(F)(F)F N-(3-(3-hydroxyoxetan-3-yl)-5-morpholinophenyl)-1-(4-(trifluoromethyl)phenyl)piperidine-4-carboxamide